ClC=1C=C(CN2C=CC3=CC=CC=C23)C=CC1 1-(3-chlorobenzyl)-1H-indole